2-(2-quinolinyl)-5-amino-4-hydroxy-3(2H)-furanone N1=C(C=CC2=CC=CC=C12)C1OC(=C(C1=O)O)N